C1(CC1)N1N=C(C(=C1)C)C1=NC(=NO1)[C@@H]1C(C12CCN(CC2)S(=O)(=O)N)(F)F (2R)-2-[5-(1-cyclopropyl-4-methyl-1H-pyrazol-3-yl)-1,2,4-oxadiazol-3-yl]-1,1-difluoro-6-azaspiro[2.5]octane-6-sulfonamide